5-bromo-1H-pyrrolo[3,2-b]pyridine-3-carbonyl azide BrC1=CC=C2C(=N1)C(=CN2)C(=O)N=[N+]=[N-]